C(C)OC(=O)C=1OC(=NN1)C1CC1 cyclopropyl-1,3,4-oxadiazole-2-carboxylic acid ethyl ester